methyl 1-(6-chloropyridazin-4-yl)-4-(2-fluorophenyl)piperidine-4-carboxylate ClC1=CC(=CN=N1)N1CCC(CC1)(C(=O)OC)C1=C(C=CC=C1)F